O-((5-(((tert-butyldimethylsilyl)oxy)methyl)-1,4-dioxan-2-yl)methyl) hydrazinecarbothioate N(N)C(OCC1OCC(OC1)CO[Si](C)(C)C(C)(C)C)=S